(1R,3S)-3-(3-{[(5-fluoropyridin-2-yl)acetyl]amino}-1H-pyrazol-5-yl)cyclopentyl(1-methylcyclopropyl)carbamate FC=1C=CC(=NC1)CC(=O)NC1=NNC(=C1)[C@@H]1C[C@@H](CC1)N(C([O-])=O)C1(CC1)C